7-diethylamino-3-(4-pyridyl)coumarin C(C)N(C1=CC=C2C=C(C(OC2=C1)=O)C1=CC=NC=C1)CC